azopyran N(=NC1OC=CC=C1)C1OC=CC=C1